8-bromo-9-(3-((((tert-butyldimethylsilyl)oxy)methyl)-5-methylphenoxy)benzyl)-2-fluoro-9H-purin-6-amine BrC=1N(C2=NC(=NC(=C2N1)N)F)CC1=CC(=CC=C1)OC1=C(C=CC(=C1)C)CO[Si](C)(C)C(C)(C)C